C(C)(C)NCC(COC=1N=NC(=CC1)OC)O (isopropylamino)-3-((6-methoxypyridazin-3-yl)oxy)propan-2-ol